C=1(C(=CC=CC1)C(=O)[O-])C(=O)OCCCC 1,2-Benzenedicarboxylic acid, Monobutyl ester